NC(CC(=O)O)CC1=CC=C(C=C1)C1=CC=CC=C1 3-amino-4-(4-biphenylyl)butyric acid